CN1N=CC(=C1C1=NC(=NC=C1F)N1CCC(CC1)C(=O)N(CC=1C=NN(C1)C)CC)C 1-(4-(1,4-dimethyl-1H-pyrazol-5-yl)-5-fluoropyrimidin-2-yl)-N-ethyl-N-((1-methyl-1H-pyrazol-4-yl)methyl)piperidine-4-carboxamide